tert-butyl 3-((6,7-dichloro-4-(2,4-diisopropylpyridin-3-yl)-2,3-dioxo-3,4-dihydropyrido[2,3-b]pyrazin-1(2H)-yl)methyl)-3-fluoroazetidine-1-carboxylate ClC=1C(=CC2=C(N(C(C(N2CC2(CN(C2)C(=O)OC(C)(C)C)F)=O)=O)C=2C(=NC=CC2C(C)C)C(C)C)N1)Cl